(4S)-5,5-difluoro-1-[2-(3-fluorophenyl)ethyl]-3-(trifluoromethyl)-1h,4h,5h,6h-cyclopenta[c]pyrazol-4-ol FC1([C@H](C2=C(N(N=C2C(F)(F)F)CCC2=CC(=CC=C2)F)C1)O)F